4-((2s,5R)-4-((R)-(4-fluorophenyl)(5-(trifluoromethyl)pyridin-2-yl)methyl)-2,5-dimethylpiperazin-1-yl)-1-methyl-2-oxo-1,2-dihydropyrido[3,2-d]pyrimidine-6-carbonitrile FC1=CC=C(C=C1)[C@@H](N1C[C@@H](N(C[C@H]1C)C=1C2=C(N(C(N1)=O)C)C=CC(=N2)C#N)C)C2=NC=C(C=C2)C(F)(F)F